7-chloro-4-((2-(2-((5-chloro-6-oxo-1,6-dihydropyridazin-4-yl)oxy)ethyl)-2-azaspiro[3.3]heptan-6-yl)oxy)-2-methylisoindolin-1-one ClC=1C=CC(=C2CN(C(C12)=O)C)OC1CC2(CN(C2)CCOC=2C=NNC(C2Cl)=O)C1